N-[(1R,3S)-3-{[2-(trifluoromethyl)quinolin-4-yl]amino}cyclohexyl]imidazo[1,5-a]pyridine-1-carboxamide FC(C1=NC2=CC=CC=C2C(=C1)N[C@@H]1C[C@@H](CCC1)NC(=O)C=1N=CN2C1C=CC=C2)(F)F